C1(CC1)N(C(=O)C=1C(=NN(C1)C)C(F)F)C1(CC2=CC=CC=C2C1)C(=O)NNC1=CC(=C(C=C1)Cl)Cl N-cyclopropyl-N-(2-(2-(3,4-dichlorophenyl)hydrazine-1-carbonyl)-2,3-dihydro-1H-inden-2-yl)-3-(difluoromethyl)-1-methyl-1H-pyrazole-4-carboxamide